COC1=CC=2CC3=CC=CC=C3N(C2C=C1OCCCN1CCCC1)[C@@H]1COCC1 2-methoxy-N-[(3S)-oxolan-3-yl]-3-[3-(pyrrolidin-1-yl)propoxy]acridin